C(C1=CC=CC=C1)C1=CC=C(C=C1)NS(=O)(=O)C1=CC=C(C=C1)O N-(4-Benzylphenyl)-4-hydroxybenzenesulfonamide